(R,E)-2-((tert-butyldimethylsilyl)oxy)-3-(octadec-2-en-1-yloxy)propyl pivalate C(C(C)(C)C)(=O)OC[C@@H](COC\C=C\CCCCCCCCCCCCCCC)O[Si](C)(C)C(C)(C)C